CC1(OB(OC1(C)C)C1=CC(=CC(=C1)OC1=CC=C(C=C1)C(F)(F)F)C)C 4,4,5,5-tetramethyl-2-{3-methyl-5-[4-(trifluoro-methyl)phenoxy]phenyl}-1,3,2-dioxaborolane